C(C1=CC=CC=C1)OC1=NC(=CC=C1C1=NN(C2=C(C=CC=C12)N[C@@H]1[C@H](CC2(CN(C2)C(=O)OC(C)(C)C)CC1)C)C)OCC1=CC=CC=C1 tert-butyl (6S,7S)-7-((3-(2,6-bis(benzyloxy)pyridin-3-yl)-1-methyl-1H-indazol-7-yl) amino)-6-methyl-2-azaspiro[3.5]nonane-2-carboxylate